[Cu].[Zn].[Sn] Tin zinc copper